OC1=C(C(=CC(=C1C(C)N(C(C)=O)C)CCCCC)O)C1=C(C=CC(=C1)C)C(=C)C N-(1-(2,6-dihydroxy-5'-methyl-4-pentyl-2'-(prop-1-en-2-yl)-[1,1'-biphenyl]-3-yl)ethyl)-N-methylacetamide